FC(C(=O)O)(F)F.FC(C(=O)O)(F)F.CC=1C=C(N=NC1C1CCNCC1)N 5-methyl-6-(piperidin-4-yl)pyridazin-3-amine bistrifluoroacetate salt